OC[C@H](C1=CC=CC=C1)NC1=NC(=NC=C1C1=NC(=NO1)C1=CC=NC=C1)NC1=CC=C2C(NN(C2=C1)C(C)C)=O (S)-6-((4-((2-hydroxy-1-phenylethyl)amino)-5-(3-(pyridin-4-yl)-1,2,4-oxadiazol-5-yl)pyrimidin-2-yl)amino)-1-isopropyl-1,2-dihydro-3H-indazol-3-one